disodium 3-mercaptopropionate SCCC(=O)[O-].[Na+].[Na+].SCCC(=O)[O-]